(4-((3-(2,6-Difluorophenyl)-8-methoxyimidazo[1,5-a]pyrazin-1-yl)amino)phenyl)(morpholino)methan FC1=C(C(=CC=C1)F)C1=NC(=C2N1C=CN=C2OC)NC2=CC=C(C=C2)CN2CCOCC2